COC1=NN(C(=O)S1)CSP(=S)(OC)OC The molecule is an organic thiophosphate and an organothiophosphate insecticide. It has a role as an EC 3.1.1.7 (acetylcholinesterase) inhibitor, an acaricide and an agrochemical. It derives from a 5-methoxy-1,3,4-thiadiazol-2(3H)-one.